ClC1=CC(=C(C=C1C1=CC=NS1)NS(=O)(=O)C=1C=C(C(=O)OC)C=CC1C1CC1)OC1CC(C1)(F)F methyl 3-(N-(4-chloro-2-(3,3-difluorocyclobutoxy)-5-(isothiazol-5-yl)phenyl)sulfamoyl)-4-cyclopropylbenzoate